COC(=O)C1=CC=2N(C(=C1)Cl)N=CN2 5-chloro-[1,2,4]triazolo[1,5-a]pyridine-7-carboxylic acid methyl ester